1-amino-3H-1,2,3-triazole NN1NNC=C1